tert-butyl 7-chloro-5-fluoro-indole-1-carboxylate ClC=1C=C(C=C2C=CN(C12)C(=O)OC(C)(C)C)F